O(C1=CC=CC=C1)C1=CC=C(C=C1)C1=NN(C2=NC=NC=C21)C2CCN(CC2)C(C#CC)=O 1-(4-(3-(4-phenoxyphenyl)-1H-pyrazolo[3,4-d]pyrimidin-1-yl)piperidin-1-yl)but-2-yn-1-one